N-[4-[cis-(3-aminocyclobutyl)carbamoyl]-3-chloro-phenyl]-5-[1-(5-amino-2-pyridyl)-3-(trifluoromethyl)pyrazol-4-yl]-1-methylimidazole-2-carboxamide N[C@H]1C[C@H](C1)NC(=O)C1=C(C=C(C=C1)NC(=O)C=1N(C(=CN1)C=1C(=NN(C1)C1=NC=C(C=C1)N)C(F)(F)F)C)Cl